4-[4,4-bis(5-tert-butyl-4-hydroxy-2-methylphenyl)butan-2-yl]-2-tert-butyl-5-methylphenol C(C)(C)(C)C=1C(=CC(=C(C1)C(CC(C)C1=CC(=C(C=C1C)O)C(C)(C)C)C1=C(C=C(C(=C1)C(C)(C)C)O)C)C)O